C(C)S(=O)(=N)C=1C=C(C=NC1C1=NC=C2N1C=CN=C2OCC(C(F)(F)F)(F)F)OC(C#N)(C)C 2-[[5-(ethylsulfonimidoyl)-6-[8-(2,2,3,3,3-penta-fluoropropoxy)imidazo[1,5-a]pyrazin-3-yl]-3-pyridyl]oxy]-2-methyl-propanenitrile